F[C@H]1CN(CC[C@H]1OC)C1=NC=CC(=N1)NC=1N=CC2=C(C=CC(=C2C1)C(C)C)N1CC(C1)CS(=O)C(C)C N-(2-((3S,4R)-3-fluoro-4-methoxypiperidin-1-yl)pyrimidin-4-yl)-5-isopropyl-8-(3-((isoPropylsulfinyl)methyl)azetidin-1-yl)isoquinolin-3-amine